COC(=O)C=1C2C(C(OC1)(OC)CO)C=CC2 (hydroxymethyl)-1-methoxy-1,4a,5,7a-tetrahydrocyclopenta[c]pyran-4-carboxylic acid methyl ester